C1(=C(C(=CC2=CC=CC=C12)N)N)C1=CC=CC2=CC=CC=C12 (Sa)-binaphthyl-diamine